[Zr].C(C)C1C(=PCC1)CC (diethyl-phospholene) zirconium